N-(2-oxo-2-((2-((3-(trifluoromethyl)phenyl)thio)phenyl)amino)ethyl)-1-naphthamide O=C(CNC(=O)C1=CC=CC2=CC=CC=C12)NC1=C(C=CC=C1)SC1=CC(=CC=C1)C(F)(F)F